1-ethyl-2-methylimidazolium hydrogensulfate S(=O)(=O)(O)[O-].C(C)N1C(=[NH+]C=C1)C